N1(C=NC=C1)C1=NC(=CC(=N1)N1CCN(CC1)CC1=CC=C(CC=2C=3C4=C(C(N(C4=CC2)C2C(NC(CC2)=O)=O)=O)C=CC3)C=C1)C 3-(6-(4-((4-(2-(1H-imidazol-1-yl)-6-methylpyrimidin-4-yl)piperazin-1-yl)methyl)benzyl)-2-oxobenzo[cd]indol-1(2H)-yl)piperidine-2,6-dione